1-(bromomethyl)-4-(2,2,2-trifluoroethoxy)benzene BrCC1=CC=C(C=C1)OCC(F)(F)F